C(#N)C1=NC2=CC(=CC(=C2N=C1N1C(C2CCCCC2C1)C)[C@@H](C)NC1=C(C(=O)O)C=CC=C1)C 2-(((1R)-1-(2-cyano-7-methyl-3-(1-methyloctahydro-2H-isoindol-2-yl)-quinoxalin-5-yl)ethyl)amino)benzoic acid